5-propyl-2-vinylpyridine C(CC)C=1C=CC(=NC1)C=C